ethyl-(4-amino-2,6-difluorophenyl) acetate C(C)(=O)OC1=C(C(=C(C=C1F)N)CC)F